6-oxo-1,6-dihydropyrimidine-2-carboxamide O=C1C=CN=C(N1)C(=O)N